(E)-1-(2-acetoxyethyl)-2-(2-(6-(diethylamino)-2,3-dihydro-1H-xanthen-4-yl)vinyl)-3,3-dimethyl-3H-indole C(C)(=O)OCCN1C(C(C2=CC=CC=C12)(C)C)\C=C\C=1CCCC2=CC3=CC=C(C=C3OC12)N(CC)CC